CN(C1=NC=C(C=C1Br)B1OC(C(O1)(C)C)(C)C)C dimethyl[3-bromo-5-(4,4,5,5-tetramethyl-1,3,2-dioxaborolan-2-yl)-2-pyridyl]amine